C(C1=CC=CC=C1)O[C@@H]1[C@H](N(C[C@@H]([C@H]1OCC1=CC=CC=C1)OCC1=CC=CC=C1)CCCC1=CC=C(C=C1)F)CBr (2S,3R,4R,5S)-3,4,5-tris(benzyloxy)-2-(bromomethyl)-1-(3-(4-fluorophenyl)propyl)piperidine